N-(5-cyano-3-fluoro-2-methylphenyl)-7-morpholinoimidazo[1,2-a]pyridine-3-carboxamide C(#N)C=1C=C(C(=C(C1)NC(=O)C1=CN=C2N1C=CC(=C2)N2CCOCC2)C)F